C(CCC)OCCOC(C1=CC=C(C=C1)N(C)C)=O.N1(CCNCCC1)CCCOC1=CC=C(C=C1)S(=O)(=O)NCCCC1=CNC2=CC=C(C=C12)Cl 4-(3-(1,4-diazepan-1-yl)propoxy)-N-(3-(5-chloro-1H-indol-3-yl)propyl)benzenesulfonamide 2-n-Butoxyethyl-4-(dimethylamino)benzoat